tert-butyl-3,3-difluoro-4-(4,4,5,5-tetramethyl-1,3,2-dioxaborolan-2-yl)-3,6-dihydropyridine-1(2H)-carboxylate C(C)(C)(C)OC(=O)N1CC(C(=CC1)B1OC(C(O1)(C)C)(C)C)(F)F